C1(=CC=CC=C1)C1=NC(=NC(=N1)C1=CC=CC=C1)C1=C(C=CC=C1)C=1C=C(C=CC1C1=CC(=CC=C1)C1=NC(=NC(=C1)C1=CC=CC=C1)C1=CC=CC=C1)C1=CC=C(C=C1)C#N 2''-(4,6-diphenyl-1,3,5-triazin-2-yl)-4'-(3-(2,6-diphenylpyrimidin-4-yl)phenyl)-[1,1':3',1''-terphenyl]-4-carbonitrile